2-(3-acetyl-5-(pyrimidin-2-ylethynyl)-1H-indazol-1-yl)-N-(2-((3-chloro-2-fluorophenylmethyl)amino)-2-oxoethyl)-N-cyclopropylacetamide C(C)(=O)C1=NN(C2=CC=C(C=C12)C#CC1=NC=CC=N1)CC(=O)N(C1CC1)CC(=O)NCC1=C(C(=CC=C1)Cl)F